O=C1CC(CCC1)NC(OCC1=CC=CC=C1)=O Benzyl (3-oxocyclohexyl)carbamate